[Ti+4].COOC(COCC(=O)O)=O O-methoxydiglycolic acid Titanium (IV)